3-(1-Aminoethyl)-1-methyl-1H-indol-4-amine NC(C)C1=CN(C=2C=CC=C(C12)N)C